N-(5-(3,5-difluorobenzyl)-1H-indazol-3-yl)-4-(4-(hydroxymethyl)piperidin-1-yl)-2-(2,2,2-trifluoro-N-(tetrahydro-2H-pyran-4-yl)acetamido)benzamide FC=1C=C(CC=2C=C3C(=NNC3=CC2)NC(C2=C(C=C(C=C2)N2CCC(CC2)CO)N(C(C(F)(F)F)=O)C2CCOCC2)=O)C=C(C1)F